4-(bicyclo[1.1.1]pentan-1-ylamino)pyrimidine-5-carbonitrile C12(CC(C1)C2)NC2=NC=NC=C2C#N